tert-butyl 2,4-dimethylpiperazine-1-carboxylate CC1N(CCN(C1)C)C(=O)OC(C)(C)C